(1S,2r)-2-((S)-8-(((S)-1-acetylpyrrolidin-3-yl)oxy)-5-chloro-1-((1,3-dioxoisoindolin-2-yl)methyl)-1,2,3,4-tetrahydroisoquinoline-2-carbonyl)cyclohexane-1-carboxylic acid C(C)(=O)N1C[C@H](CC1)OC=1C=CC(=C2CCN([C@@H](C12)CN1C(C2=CC=CC=C2C1=O)=O)C(=O)[C@H]1[C@H](CCCC1)C(=O)O)Cl